3-(3-((5-(Difluoromethyl)-2-((2-ethyl-4-(4-methylpiperazin-1-yl)phenyl)amino)pyrimidin-4-yl)amino)propyl)-1,3-oxazinan-2-on FC(C=1C(=NC(=NC1)NC1=C(C=C(C=C1)N1CCN(CC1)C)CC)NCCCN1C(OCCC1)=O)F